NCC(=O)N1CCCC1 2-amino-1-(pyrrolidin-1-yl)ethan-1-one